N1=CC(=CC=C1)N1CC(C1)NC(OC(C)(C)C)=O tert-butyl [1-(pyridin-3-yl)azetidin-3-yl]carbamate